(R)-2-chloro-N-(1-(naphthalen-1-yl)ethyl)-5-(pyridin-4-ylamino)benzamide ClC1=C(C(=O)N[C@H](C)C2=CC=CC3=CC=CC=C23)C=C(C=C1)NC1=CC=NC=C1